5-Fluoro-2-(8-methoxy-4-(((6-methylpyridazin-3-yl)methyl)amino)quinazolin-6-yl)phenol FC=1C=CC(=C(C1)O)C=1C=C2C(=NC=NC2=C(C1)OC)NCC=1N=NC(=CC1)C